tert-Butyl rel-(4aS,8aS)-8,8-difluoro-3-oxo-4a,5,7,8a-tetrahydro-4H-pyrido[4,3-b][1,4]oxazine-6-carboxylate FC1(CN(C[C@H]2[C@@H]1OCC(N2)=O)C(=O)OC(C)(C)C)F |o1:5,6|